2-(3,4-methylenedioxyphenyl)-N-carbobenzyloxyserine C1OC=2C=C(C=CC2O1)[C@](NC(=O)OCC1=CC=CC=C1)(CO)C(=O)O